N1=CN=CC2=C1NC=C2B(O)O (7H-pyrrolo[2,3-d]pyrimidin-5-yl)boronic acid